C(C)(C)(C)OC(=O)NCC(=O)N(CC(=O)OC)C Methyl N-((tert-butoxycarbonyl)glycyl)-N-methylglycinate